NC1=C(C(=NC=N1)C=1C=NN(C1)[C@H](CN)C1=CC=C(C=C1)C(F)(F)F)C1=CC=C(C=C1)Cl (2S)-2-{4-[6-amino-5-(p-chlorophenyl)-4-pyrimidinyl]-1H-pyrazol-1-yl}-2-[p-(trifluoromethyl)phenyl]ethanamine